2-(3-(4-(4,6-difluoropyridin-2-yl)phenyl)-2-oxotetrahydropyrimidin-1(2H)-yl)-4-methylthiazole-5-sulfonamide FC1=CC(=NC(=C1)F)C1=CC=C(C=C1)N1C(N(CCC1)C=1SC(=C(N1)C)S(=O)(=O)N)=O